methyl-diethoxysilylpropionitrile C[Si](OCC)(OCC)C(C#N)C